C(CCCCCCCC)(=O)OC1=CC=C(C=C1)[I+]C1=CC=CC=C1 (4-(nonanoyloxy)phenyl)(phenyl)iodonium